3-(2-(1-(2-(Methylsulfanyl)propionyl)piperidin-2-yl)-1H-imidazol-4-yl)benzonitrile CSC(C(=O)N1C(CCCC1)C=1NC=C(N1)C=1C=C(C#N)C=CC1)C